ClC1=NC=C(C(=N1)OCC1=CC=C(C=C1)C=1N(C=C(N1)C(F)(F)F)C)OCC(F)F 2-chloro-5-(2,2-difluoroethoxy)-4-[[4-[1-methyl-4-(trifluoromethyl)imidazol-2-yl]phenyl]methoxy]pyrimidine